1-hexanoyl-2-hydroxy-sn-glycero-3-phosphocholine C(CCCCC)(=O)OC[C@@H](OO)COP(=O)([O-])OCC[N+](C)(C)C